C(C)(C)(C)OC(=O)N1[C@@H]2CC[C@H]([C@H]1C(=O)O)C2 (1R,3S,4S)-2-(tert-Butoxycarbonyl)-2-azabicyclo(2.2.1)heptane-3-carboxylic acid